2-(4'-chloro-3-hydroxy-3-methylspiro[cyclobutane-1,5'-pyrrolo[2,3-d]pyrimidin]-7'(6'H)-yl)isonicotinonitrile ClC=1C2=C(N=CN1)N(CC21CC(C1)(C)O)C=1C=C(C#N)C=CN1